C1(CC1)NC1=C(C=NC(=C1)NC1=CC2=C(NC(S2)=O)C=C1)C(=O)OCC ethyl 4-(cyclopropylamino)-6-[(2-oxo-3H-1,3-benzothiazol-6-yl)amino]pyridine-3-carboxylate